4-(2-methoxy-5-fluoronicotinyl)-5-bromopyrimidin COC1=C(CC2=NC=NC=C2Br)C=C(C=N1)F